FC=1C=C(C#N)C=CC1I 3-fluoro-4-iodobenzonitrile